2-(m-tolyloxy)acetic acid C1(=CC(=CC=C1)OCC(=O)O)C